CN(CC(=O)NCCNC(OC(C)(C)C)=O)C tert-Butyl N-[2-[[2-(dimethylamino)acetyl]amino]ethyl]carbamate